4-(4-bromo-5-methyl-triazol-1-yl)piperidine-1-carbonitrile BrC=1N=NN(C1C)C1CCN(CC1)C#N